O1C2=C(OCC1)C(=CC=C2)NC=2N=C(C1=C(N2)NC=C1C#N)NC1CC(OCC1)(C)C 2-((2,3-dihydrobenzo[b][1,4]dioxin-5-yl)amino)-4-((2,2-dimethyltetrahydro-2H-pyran-4-yl)amino)-7H-pyrrolo[2,3-d]pyrimidine-5-carbonitrile